OC1CCN(CC1)C(CNC(C1=C(C=C(C=C1)NC=1C=2N(C=CN1)C(=CN2)C2=CC=C(C=C2)OC)C)=O)=O N-(2-(4-hydroxypiperidin-1-yl)-2-oxoethyl)-4-((3-(4-methoxy-phenyl)imidazo[1,2-a]pyrazin-8-yl)amino)-2-methylbenzamide